[K+].C(=C)[B-](F)(F)F vinyltrifluoroborate potassium salt